COC(C1=CC(=C(C=C1)OCC1=CC=C(C=C1)OC)Br)=O 3-Bromo-4-((4-methoxybenzyl)oxy)benzoic acid methyl ester